C(C)(C)C=1NC(=C(N1)C(=O)O)C(=O)O 2-iso-propylimidazole-4,5-dicarboxylic acid